2-vinyl-4-propyl-2-oxazoline C(=C)C=1OCC(N1)CCC